N-(4-morpholinophenylmethyl)thiazol-2-amine O1CCN(CC1)C1=CC=C(C=C1)CNC=1SC=CN1